3-(2-bromo-5-chlorophenoxy)-4-nitrobenzaldehyde BrC1=C(OC=2C=C(C=O)C=CC2[N+](=O)[O-])C=C(C=C1)Cl